ClC1=CC(=C(C(=O)N2C[C@H](N(CC2)C=2C=CC(=NC2O[C@H]2CNCC2)C=2C(=NC=CC2)OCC)CC)C=C1)C(F)(F)F 5-[(2R)-4-[4-chloro-2-(trifluoromethyl)benzoyl]-2-ethylpiperazin-1-yl]-2'-ethoxy-6-[(3R)-pyrrolidin-3-yloxy]-2,3'-bipyridine